FC1=C(C=CC(=C1)B1OC(C(O1)(C)C)(C)C)N=S1(CCCCC1)=O 1-((2-Fluoro-4-(4,4,5,5-tetramethyl-1,3,2-dioxaborolan-2-yl)phenyl)imino)hexahydro-1λ6-thiopyran-1-oxide